Benzoic acid 2-[3-(2,5-dioxopyrrol-1-yl) propionylamino]Ethyl ester O=C1N(C(C=C1)=O)CCC(=O)NCCOC(C1=CC=CC=C1)=O